C(C)OC(CCN(C(=O)N)C=1C(=C2C(=NC1)N(C=C2)C2CCN(CC2)C(=O)O)OC)=O.NC2=CC=NC=C2C 4-amino-5-methyl-pyridine 4-(5-(1-(3-ethoxy-3-oxopropyl)ureido)-4-methoxy-1H-pyrrolo[2,3-b]pyridin-1-yl)piperidine-1-carboxylate